FC1(CC(N(CC1)C)C(C(F)(F)F)N[S@](=O)C(C)(C)C)F (R)-N-(1-(4,4-difluoro-1-methylpiperidin-2-yl)-2,2,2-trifluoroethyl)-2-methylpropane-2-sulfinamide